11-(tetrahydro-2H-pyran-4-yl)undec-10-enoic acid O1CCC(CC1)C=CCCCCCCCCC(=O)O